COC(CC1=CC=CC=C1)=O Benzeneacetic acid methyl ester